COC=1C=C2C=CC(=CC2=CC1)C1=NOC(=N1)C=1C=C2CN(C(C2=CC1)=O)C1C(NC(CC1)=O)=O 3-(5-(3-(6-methoxynaphthalen-2-yl)-1,2,4-oxadiazol-5-yl)-1-oxoisoindolin-2-yl)piperidine-2,6-dione